Tert-butyl 5-[3-(5-methylthiazol-2-yl)-5-[[(1R)-1-[2-(trifluoromethyl) pyrimidin-5-yl]ethyl]carbamoyl] phenoxy]-2-azabicyclo[2.2.1]heptane-2-carboxylate CC1=CN=C(S1)C=1C=C(OC2C3CN(C(C2)C3)C(=O)OC(C)(C)C)C=C(C1)C(N[C@H](C)C=1C=NC(=NC1)C(F)(F)F)=O